((3R,4R)-4-(((6-((1-(2-chlorophenyl)ethyl)(methyl)amino)-5-fluoropyrimidin-4-yl)amino)methyl)-3-hydroxypiperidin-1-yl)acetamide ClC1=C(C=CC=C1)C(C)N(C1=C(C(=NC=N1)NC[C@@H]1[C@H](CN(CC1)CC(=O)N)O)F)C